1-ethyl-2,3-diisocyanatobenzene C(C)C1=C(C(=CC=C1)N=C=O)N=C=O